C(=O)O.FC1=C2C=C(N=NC2=CC(=C1)C=1C=C(C=2N(N1)C=C(N2)C)N2C=NC=C2)C2CCNCC2 5-Fluoro-7-[8-(1H-imidazol-1-yl)-2-methylimidazo[1,2-b]pyridazin-6-yl]-3-(piperidin-4-yl)cinnoline formate salt